salicylpyrimidine C(C=1C(O)=CC=CC1)C1=NC=CC=N1